FC1=CC=CC=2C(=N[C@@H](C(NC21)=O)NC(=O)C2=C(N=C1N2N=C(C=C1)N1CCOCC1)C1=C(C=CC=C1)F)C1=CC=CC=C1 N-[(3S)-9-fluoro-2-oxo-5-phenyl-1,3-dihydro-1,4-benzodiazepine-3-Yl]-2-(2-fluorophenyl)-6-morpholin-4-yl-imidazo[1,2-b]pyridazine-3-carboxamide